CN1N=C(C=C1)C=1C=C(C=CC1C(F)(F)F)NC(=O)N1C=NC=C1 N-(3-(1-methyl-1H-pyrazol-3-yl)-4-(trifluoromethyl)phenyl)-1H-imidazole-1-carboxamide